C(C)OC(NC1=C(C=C(C=C1)CNC1=CC(=C(C=C1)Cl)Cl)N)=O {2-Amino-4-[(3,4-dichlorophenylamino)methyl]phenyl}carbamic acid ethyl ester